C[C@H]1NC(C2=C(C=3C=4C=CC(=NC4C=CC3S2)N2N=C(C=C2)C=C)NC1)=O (R)-10-methyl-3-(3-vinyl-1H-pyrazol-1-yl)-9,10,11,12-tetrahydro-8H-[1,4]diazepino[5',6':4,5]thieno[3,2-f]quinolin-8-one